BrC1=C(C(=C2CCCC(C2=C1)(O)CC1=NC(=NC(=C1CO)Cl)SC)Cl)F 7-bromo-5-chloro-1-((6-chloro-5-(hydroxymethyl)-2-(methylthio)pyrimidin-4-yl)methyl)-6-fluoro-1,2,3,4-tetrahydronaphthalen-1-ol